C1(=CC=CC=C1)C=1C(=CC(=CC1)C=1C=CC2=CC=C3C=CC(=NC3=C2N1)C=1C=C(C=CC1)C1=CC=CC(=N1)C=1N=C2C3=C(C=CC2=C2C=CC=CC12)C=CC=C3)C3=CC=CC=C3 6-(6-(3-(9-([1,1':2',1''-terphenyl]-4'-yl)-1,10-phenanthrolin-2-yl)phenyl)pyridin-2-yl)benzo[c]phenanthridine